C(C)(=O)N1C[C@H](CCC1)NC1=NC=C(C(=N1)C=1C=CC(N(C1)C1=CC=C(C=C1)F)=O)Cl (S)-5-(2-((1-acetylpiperidin-3-yl)amino)-5-chloropyrimidin-4-yl)-1-(4-fluorophenyl)pyridin-2(1H)-one